BrC1=CC(=C(C=C1F)CC=1N(C2=C(N1)C(=CC(=C2)C(=O)OCC)F)CCOC)Cl Ethyl 2-[(4-bromo-2-chloro-5-fluorophenyl)methyl]-7-fluoro-3-(2-methoxyethyl)benzimidazole-5-carboxylate